O[C@H](C(=O)OC)C (S)-methyl 2-hydroxypropanoate